(E)-2-(1-ethyl-4-methyl-1H-imidazol-2-yl)-N-((1,2,3,5,6,7-hexahydro-s-indacen-4-yl)carbamoyl)vinylsulfonamide methyl-2-(2-fluorophenyl)-2-oxoacetate COC(C(=O)C1=C(C=CC=C1)F)=O.C(C)N1C(=NC(=C1)C)\C(=C/NS(=O)=O)\C(NC1=C2CCCC2=CC=2CCCC12)=O